3-(1-aminocyclohexane-1-carboxamido)-N-(2,3-dihydro-1H-inden-2-yl)pyrazine-2-carboxamide NC1(CCCCC1)C(=O)NC=1C(=NC=CN1)C(=O)NC1CC2=CC=CC=C2C1